(2,2,2-trifluoroethyl)quinazolin FC(CC1=NC2=CC=CC=C2C=N1)(F)F